3-isopropyl-5-(4-(2-((5-(4-(methylsulfonyl)phenyl)thiazolo[5,4-b]pyridin-2-yl)oxy)ethylidene)piperidin-1-yl)-1,2,4-oxadiazole C(C)(C)C1=NOC(=N1)N1CCC(CC1)=CCOC=1SC2=NC(=CC=C2N1)C1=CC=C(C=C1)S(=O)(=O)C